N-[[2-[[(1-hydroxycyclohexyl)methylamino]methyl]-1H-indol-6-yl]methyl]-4-oxo-pyrido[1,2-a]pyrimidine-2-carboxamide OC1(CCCCC1)CNCC=1NC2=CC(=CC=C2C1)CNC(=O)C=1N=C2N(C(C1)=O)C=CC=C2